CC=1C=2N(C=C(C1)C1=CC=C3C=4C=C(C=CC4NC3=C1)C1CCN(CC1)C(=O)OC(C)(C)C)N=CN2 tert-butyl 4-(7-(8-methyl-[1,2,4]triazolo[1,5-a]pyridin-6-yl)-9H-carbazol-3-yl)piperidine-1-carboxylate